(S)-3-((1-(4-(trifluoromethyl)phenyl)ethoxy)carbonyl)but-3-enoic acid FC(C1=CC=C(C=C1)[C@H](C)OC(=O)C(CC(=O)O)=C)(F)F